(S)-3-(methyl-(quinolin-3-yl)amino)pyrrolidine-1-carboxylic acid tert-butyl ester C(C)(C)(C)OC(=O)N1C[C@H](CC1)N(C=1C=NC2=CC=CC=C2C1)C